para-aminocyclohexanecarboxylic acid NC1CCC(CC1)C(=O)O